(5-METHYL-1H-PYRAZOL-3-YL)-ACETIC ACID CC1=CC(=NN1)CC(=O)O